4-hydroxymethyl-3-methoxyphenoxybutyric acid CCC(C(=O)O)OC1=CC(=C(C=C1)CO)OC